1-[2-(3-Methoxy-1,1-dimethyl-propyl)sulfanyl-5,5-dimethyl-cyclohexyl]pentan-1-one COCCC(C)(C)SC1C(CC(CC1)(C)C)C(CCCC)=O